CC=1SC(=CC1S(=O)(=O)N1CCC(CC1)C=1C(=CC=2N(C1)N=CN2)C)C 6-(1-((2,5-dimethylthiophen-3-yl)sulfonyl)piperidin-4-yl)-7-methyl-[1,2,4]triazolo[1,5-a]pyridine